1-(4-(4-Methoxyphenethoxy)phenethyl)-1H-1,2,4-triazole COC1=CC=C(CCOC2=CC=C(CCN3N=CN=C3)C=C2)C=C1